C\C(=C/C(=O)O)\C=C\[C@H]1[C@](C1)(C1=CC=2C(CCC(C2C=C1)(C)C)(C)C)C (2E,4E)-3-methyl-5-((1S,2S)-2-methyl-2-(5,5,8,8-tetramethyl-5,6,7,8-tetrahydronaphthalene-2-yl)cyclopropyl)penta-2,4-dienoic acid